C(#N)CN1N=C(OCC1=O)C=1C(=NC=CN1)C(C)N(C(OC(C)(C)C)=O)CC1=CC(=C(C=C1)C)C tert-butyl (1-(3-(4-(cyanomethyl)-5-oxo-5,6-dihydro-4H-1,3,4-oxadiazin-2-yl)pyrazin-2-yl)ethyl)(3,4-dimethylbenzyl)carbamate